Methyl 5-((7-ethyl-1,3-dimethyl-2-oxo-1,2-dihydroquinolin-5-yl)oxy)-5'-methyl-[2,3'-bipyridine]-6'-carboxylate C(C)C1=CC(=C2C=C(C(N(C2=C1)C)=O)C)OC=1C=CC(=NC1)C=1C=NC(=C(C1)C)C(=O)OC